(S)-N-(2-(3-hydroxy-3-methylpyrrolidin-1-yl)-5-(trifluoromethyl)phenyl)-5-(pyridin-4-yl)furan-2-carboxamide O[C@@]1(CN(CC1)C1=C(C=C(C=C1)C(F)(F)F)NC(=O)C=1OC(=CC1)C1=CC=NC=C1)C